ClC=1C=C(C=CC1)[C@H](C(=O)N1[C@@H]2CC([C@H]([C@@H]1C(=O)N[C@H](C[C@H]1C(NCC1)=O)C#N)CC2)(F)F)O (1S,3R,4S)-2-((R)-2-(3-chlorophenyl)-2-hydroxyacetyl)-N-((R)-1-cyano-2-((S)-2-oxopyrrolidin-3-yl)ethyl)-5,5-difluoro-2-azabicyclo[2.2.2]octane-3-carboxamide